N-(6-(2H-1,2,3-triazol-2-yl)-5-(trifluoromethyl)pyridin-3-yl)-2'-amino-5-chloro-6'-cyclopropyl-2,4'-difluoro-[1,1'-biphenyl]-4-carboxamide N=1N(N=CC1)C1=C(C=C(C=N1)NC(=O)C1=CC(=C(C=C1Cl)C1=C(C=C(C=C1C1CC1)F)N)F)C(F)(F)F